ClC1=CC(=CC(=N1)N=S(=O)(C)C)C1=NC=CC=C1F ((6'-chloro-3-fluoro-[2,4'-bipyridyl]-2'-yl)imino)dimethyl-λ6-sulfanone